C1(CC1)C(=O)N1C2CN(CC1CC2)C2=C1C(=NC=C2)N(C(=C1)C=1C=NN(C1)C)S(=O)(=O)C1=CC=C(C)C=C1 Cyclopropyl-(3-(2-(1-methyl-1H-pyrazol-4-yl)-1-tosyl-1H-pyrrolo[2,3-b]pyridin-4-yl)-3,8-diazabicyclo[3.2.1]oct-8-yl)methanone